NC1=C2C(=NC=N1)N(N=C2C#CC2=CC1=C(N(C=N1)C1CC1)C=C2Cl)[C@H]2C[C@@H](N(C2)C(C=C)=O)CC#N 2-[(2R,4S)-4-{4-Amino-3-[2-(6-chloro-1-cyclopropyl-1,3-benzodiazol-5-yl)ethynyl]pyrazolo[3,4-d]pyrimidin-1-yl}-1-(prop-2-enoyl)pyrrolidin-2-yl]acetonitrile